1,7-bis(dimethylamino)heptan-4-ol CN(CCCC(CCCN(C)C)O)C